2-((3S,5R)-5-(2,3-dichloro-6-hydroxyphenyl)pyrrolidin-3-yl)-1-(3-(hydroxymethyl)azetidin-1-yl)ethan-1-one ClC1=C(C(=CC=C1Cl)O)[C@H]1C[C@H](CN1)CC(=O)N1CC(C1)CO